2-(2-hydroxy-4-(methyl(piperidin-4-yl)amino)phenyl)-2,6-dihydropyrrolo[3,4-c]pyrazole-5(4H)-carboxamide OC1=C(C=CC(=C1)N(C1CCNCC1)C)N1N=C2C(=C1)CN(C2)C(=O)N